C[C@H]1CN(CCN1C=1C=NC(=CC1)[N+](=O)[O-])C(=O)OC(C)(C)C t-butyl (S)-3-methyl-4-(6-nitropyridin-3-yl)piperazine-1-carboxylate